O1COC2=C1C=CC=C2CC2(C(N(C1=CC=CC=C21)CCC)=O)NC(N(C)C)=O 3-(3-(benzo[d][1,3]dioxol-4-ylmethyl)-2-oxo-1-propylindolin-3-yl)-1,1-dimethylurea